glycidyl-ethyl-dihydroxyethyl-ammonium chloride [Cl-].C(C1CO1)[NH+](CC(O)O)CC